N1C(=NC2=C1C=CC=C2)NC2=NC1=C(N2C)C=CC(=C1)C(=O)NCCOC 2-((1H-benzo[d]-imidazol-2-yl)amino)-N-(2-methoxyethyl)-1-methyl-1H-benzo[d]-imidazole-5-carboxamide